FC1=C(C(=O)NC2=CC(=CC=C2)C2=NN=CN2C(C)C)C=C(C(=C1)F)N1C=NC=C1CO 2,4-difluoro-5-(5-(hydroxymethyl)-1H-imidazol-1-yl)-N-(3-(4-isopropyl-4H-1,2,4-triazol-3-yl)phenyl)benzamide